[C@@H]12[C@H](CC[C@@H](CCC1)N2)O (1S,2S,5R)-9-azabicyclo[3.3.1]Nonan-2-ol